6-({3-Cyano-6-[(oxetan-4-yl)amino]imidazo[1,2-b]pyridazin-8-yl}amino)-2-(2,2-difluoroethoxy)-N-[(oxolan-2-yl)methyl]pyridine-3-carboxamide C(#N)C1=CN=C2N1N=C(C=C2NC2=CC=C(C(=N2)OCC(F)F)C(=O)NCC2OCCC2)NC2CCO2